C(C)N(CC)CC1=CC(=C(CN2C(N(CCC2)C2=CC(=C(C=C2)OC)OCCCCC)=O)C=C1)OC 1-(4-((diethylamino)methyl)-2-methoxybenzyl)-3-(4-methoxy-3-(pentyloxy)phenyl)tetrahydropyrimidin-2(1H)-one